calcium sodium sulfur phosphate P(=O)([O-])([O-])[O-].[S+2].[Na+].[Ca+2]